OC(CNC(C(=C)C)=O)O N-(dihydroxyethyl)methacrylamide